BrCC(=O)C1=CC(=C(C(=O)OCCCC)C=C1)C butyl 4-(2-bromoacetyl)-2-methylbenzoate